O=C1N(C(C2=CC=CC=C12)=O)C[C@H](CC1=CC(=CC=C1)F)NC(C1=C(C=CC(=C1)C=1C2=C(N=CN1)NC(C[C@H]2C)=O)F)=O N-((S)-1-(1,3-dioxoisoindolin-2-yl)-3-(3-fluorophenyl)propan-2-yl)-2-fluoro-5-((R)-5-methyl-7-oxo-5,6,7,8-tetrahydropyrido[2,3-d]pyrimidin-4-yl)benzamide